N-(2-azaspiro[3.3]heptan-6-yl)-2-(trifluoromethyl)benzenesulfonamide C1NCC12CC(C2)NS(=O)(=O)C2=C(C=CC=C2)C(F)(F)F